CC1=C(C(=O)OC(C2=C(C=C(C=C2C)C)C)=O)C(=CC(=C1)C)C 2,4,6-trimethylbenzoic acid anhydride